(S)-6-(1-amino-1,3-dihydrospiro[indene-2,4'-piperidine]-1'-yl)-3-(1-methyl-6,7-dihydro-1H-indol-4-yl)-1,5-dihydro-4H-pyrazolo[3,4-d]pyrimidin-4-one N[C@@H]1C2=CC=CC=C2CC12CCN(CC2)C=2NC(C1=C(N2)NN=C1C=1C=2C=CN(C2CCC1)C)=O